4-(8-(1-(but-2-ynyl)pyrrolidin-2-yl)quinazolin-6-yl)-3,5-difluoro-N-(pyridin-2-yl)benzamide C(C#CC)N1C(CCC1)C=1C=C(C=C2C=NC=NC12)C1=C(C=C(C(=O)NC2=NC=CC=C2)C=C1F)F